bis[2,2'-methylene-bis-(4,6-di-t-butylphenoxy)phosphoric acid] aluminum [Al].C=CC(C)(C)C1=CC(=CC=C1OOP(OOC1=CC=C(C=C1C(C)(C)C)C(C)(C)C)(O)=O)C(C)(C)C.C=CC(C)(C)C1=CC(=CC=C1OOP(OOC1=CC=C(C=C1C(C)(C)C)C(C)(C)C)(O)=O)C(C)(C)C